{(1S,22S)-18-(2-chloroacetyl)-2,8,15,21-tetraoxa-5,18-diazatricyclo[20.4.0.09,14]hexacos-5-yl}-2-chloro-1-ethanone ClCC(=O)N1CCOC2CCCCC2OCCN(CCO[C@H]2CCCC[C@@H]2OCC1)C(CCl)=O